OCCN(C)CC=1C(=CC(=NC1)C(=O)NC=1C(=C(C=CC1)C1=C(C(=CC=C1)NC(C1=NC=C(C=C1)CN(C)CCO)=O)C)C)OC 5-(((2-hydroxyethyl)(methyl)amino)methyl)-N-(3'-(5-(((2-hydroxyethyl)(methyl)amino)methyl)picolinamido)-2,2'-dimethyl-[1,1'-biphenyl]-3-yl)-4-methoxypicolinamide